BrC1=CC=2NC3=CC=CC=C3N(C2C=C1)C1=CC=CC=C1 2-Bromo-5-phenyl-5,10-dihydrophenazine